(S)-2-(4-cyclopropyl-6-methoxypyrimidin-5-yl)-4-(1-(3-fluoro-4-(5-methyl-3-(trifluoromethyl)-1H-pyrazol-1-yl)phenyl)ethyl)-6,7-dihydro-[1,2,4]triazolo[1,5-a]pyrimidin-5(4H)-one C1(CC1)C1=NC=NC(=C1C1=NN2C(N(C(CC2)=O)[C@@H](C)C2=CC(=C(C=C2)N2N=C(C=C2C)C(F)(F)F)F)=N1)OC